C12CN(CC(CC1)O2)C(=O)N2CC1=C(C=C(C=C1CC2)C=2C=C1C(=NC2)NC=C1C#N)[C@H]1NCCOC1 5-(2-(8-oxa-3-azabicyclo[3.2.1]octane-3-carbonyl)-8-((R)-morpholin-3-yl)-1,2,3,4-tetrahydroisoquinolin-6-yl)-1H-pyrrolo[2,3-b]pyridin-3-carbonitrile